phenazine-1,2,3,6,7,8-hexa-one C1(C(C(C=C2N=C3C(C(C(C=C3N=C12)=O)=O)=O)=O)=O)=O